C(CC)N1N=CC(=C1)NC1=NC=C(C=N1)C(=O)N 2-((1-propyl-1H-pyrazol-4-yl)amino)pyrimidin-5-carboxamide